trans-saccharine S1(=O)(=O)NC(=O)C2=CC=CC=C12